[3-(methylsulfonyl)phenyl]boronic acid CS(=O)(=O)C=1C=C(C=CC1)B(O)O